FC=1C(=NC(=NC1)N[C@H]1[C@H](COCC1)O)C=1C=C2C(=C(C=NC2=CC1)CO)C(C)C (3R,4R)-4-((5-fluoro-4-(3-(hydroxymethyl)-4-isopropylquinolin-6-yl)pyrimidin-2-yl)amino)tetrahydro-2H-pyran-3-ol